[(1-(1-indenyl)-1-cyclopentadienyl)methyl]hafnium dichloride [Cl-].[Cl-].C1(C=CC2=CC=CC=C12)C1(C=CC=C1)C[Hf+2]